tert-butyl (1-(5-(2,5-difluoro-3-nitrophenyl)-2-methyl-2H-1,2,3-triazol-4-yl)ethyl)(methyl)carbamate FC1=C(C=C(C=C1[N+](=O)[O-])F)C=1C(=NN(N1)C)C(C)N(C(OC(C)(C)C)=O)C